C(C1=CC=CC=C1)C=1N(C(N(C1)CC1=CC=C(C=C1)OCC(C)C)=O)C1CCN(CC1)C 4-benzyl-1-(4-isobutoxybenzyl)-3-(1-methylpiperidin-4-yl)-1,3-dihydro-2H-imidazol-2-one